ClC=1C=C(C(C(=O)NCCCC(=O)O)=CC1)O N-(4-chlorosalicyloyl)-4-aminobutyric acid